The molecule is a N-acylglycinate that is the conjugate base of glycolithocholic acid; major species at pH 7.3. It has a role as a human metabolite. It is a conjugate base of a glycolithocholic acid. C[C@H](CCC(=O)NCC(=O)[O-])[C@H]1CC[C@@H]2[C@@]1(CC[C@H]3[C@H]2CC[C@H]4[C@@]3(CC[C@H](C4)O)C)C